C(C1=CC=CC=C1)C12CN(CCC2(C1)C1=CC=CC=2OC(OC21)(C)C2=C(C=C(C=C2)Cl)F)C(=O)O.C(C)(C)(C)OC(=O)C(N)C(=O)O 2-(tert-butoxycarbonyl)glycine benzyl-6-(2-(4-chloro-2-fluorophenyl)-2-methylbenzo[d][1,3]dioxol-4-yl)-3-azabicyclo[4.1.0]heptane-3-carboxylate